tert-butyl 3-[(E)-2-[3-methoxy-4-(trifluoromethyl) phenyl] ethenyl]azetidine-1-carboxylate COC=1C=C(C=CC1C(F)(F)F)/C=C/C1CN(C1)C(=O)OC(C)(C)C